NC=1C=C(C(=NC1)N1N=CC(=C1)Cl)S(=O)(=O)N=CN(C)C 5-Amino-2-(4-chloro-1H-pyrazol-1-yl)-N-[(dimethylamino)methylene]pyridine-3-sulfonamide